tert-butyl N-[8-[5-(1-cyano-1-methyl-ethyl)-1,3,4-oxadiazol-2-yl]-5,5,7-trifluoro-2-oxo-1-[(4-phenoxyphenyl)methyl]-3,4-dihydro-1-benzazepin-3-yl]carbamate C(#N)C(C)(C)C1=NN=C(O1)C1=CC2=C(C(CC(C(N2CC2=CC=C(C=C2)OC2=CC=CC=C2)=O)NC(OC(C)(C)C)=O)(F)F)C=C1F